1,2-dichloroethane hexafluorophosphate F[P-](F)(F)(F)(F)F.ClCCCl